15-hydroxy-11-methyl-17-[(3R,4S,5S,6R)-3,4,5-trihydroxy-6-(hydroxymethyl)tetrahydropyran-2-yl]oxy-12-oxabicyclo[12.4.0]octadeca-1(18),2,14,16-tetraene-7,13-dione OC1=C2C(OC(CCCC(CCCC=CC2=CC(=C1)OC1O[C@@H]([C@H]([C@@H]([C@H]1O)O)O)CO)=O)C)=O